C(C)(C)(C)[C@@H]1CC=2C=C3C(=NC2CC1)SC(=N3)C(=O)N[C@H](CCN3CCC(CC3)O)C=3C=NC(=CC3)OC=3C(=NNC3C)C |r| rac-(7S)-7-tert-butyl-N-[rac-(1R)-1-[6-[(3,5-dimethyl-1H-pyrazol-4-yl)oxy]-3-pyridyl]-3-(4-hydroxy-1-piperidyl)propyl]-5,6,7,8-tetrahydrothiazolo[5,4-b]quinoline-2-carboxamide